4,6-dichloro-1-isobutyl-1H-pyrazolo[3,4-d]pyrimidine ClC1=C2C(=NC(=N1)Cl)N(N=C2)CC(C)C